C1(=CC=CC2=CC=CC=C12)N(C1=CC=2C(C3=CC(=CC=C3C2C=C1)N(C1=CC=CC=C1)C1=CC=CC2=CC=CC=C12)(CCCCCCCC)CCCCCCCC)C1=CC=CC=C1 N2,N7-Di(naphthalen-1-yl)-9,9-dioctyl-N2,N7-diphenyl-9H-fluoren-2,7-diamin